N[C@H](C(=O)N[C@H](C(=O)N[C@@H](C(=O)N[C@@H](CC1=CC=C(C=C1)O)C(=O)O)CC1=CC=C(C=C1)C)CCCCNC(CCCCCCC)=O)CC=1N=C(NC1)C1=CC=C(C=C1)C(C)(C)C ((R)-2-((S)-2-((S)-2-amino-3-(2-(4-(tert-butyl)phenyl)-1H-imidazol-4-yl)propanamido)-6-octanamidohexanamido)-3-(p-tolyl)propanoyl)-L-tyrosine